2-(2-aminothiazole-5-yl)propan-2-ol NC=1SC(=CN1)C(C)(C)O